2-(3,5-dimethylphenoxy)-2-methyl-propionic acid CC=1C=C(OC(C(=O)O)(C)C)C=C(C1)C